4-[(2R)-3-(3,4-dihydro-1H-isoquinolin-2-yl)-2-hydroxypropyl]-8-[4-(methylamino)cyclohexyloxy]-2,3-dihydro-1,4-benzoxazepin-5-one dihydrochloride Cl.Cl.C1N(CCC2=CC=CC=C12)C[C@H](CN1CCOC2=C(C1=O)C=CC(=C2)OC2CCC(CC2)NC)O